((3R,4R)-4-(2-hydroxy-2-methylpropoxy)pyrrolidin-3-yl)-1H-pyrrolo[3,2-c]pyridine-6-carboxamide OC(CO[C@H]1[C@@H](CNC1)N1C=CC=2C=NC(=CC21)C(=O)N)(C)C